4,5-Dihydroxy-4-cyclopentene OC=1CCCC1O